COC=1C=CC=C2C(=NC=NC12)N1CCC(CCC1)CP(O)(O)=O ((1-(8-methoxyquinazolin-4-yl)azepan-4-yl)methyl)phosphonic acid